4-(methylsulfonyl)morpholine-3-carbonyl chloride CS(=O)(=O)N1C(COCC1)C(=O)Cl